C(=O)OCC=C Formic acid, 2-propenyl ester